octacontanethiol C(CCCCCCCCCCCCCCCCCCCCCCCCCCCCCCCCCCCCCCCCCCCCCCCCCCCCCCCCCCCCCCCCCCCCCCCCCCCCCCC)S